C(C)OC1=NC=CC=C1C1=NC=2N(C=C1)C(=NC2C)[C@@H](CC)C |r| (±)-2-(2-ethoxy-3-pyridyl)-8-methyl-6-[1-methylpropyl]imidazo[1,5-a]pyrimidine